CC1=C(C2=C(N=N1)SC1=C2N=CN=C1NCC1=CC=C(C=C1)C(C)(OC([2H])([2H])[2H])C)C 3,4-dimethyl-N-[[4-[1-methyl-1-(trideuterio-methoxy)ethyl]phenyl]methyl]pyrimido[4',5':4,5]thieno[2,3-c]pyridazin-8-amine